ClC=1C2=C(N=CN1)N(C=C2)[C@@H]2C=C([C@@]1([C@H]2OC(O1)(C)C)C)C(C)O 1-((3aR,6R,6aS)-6-(4-Chloro-7H-pyrrolo[2,3-d]pyrimidin-7-yl)-2,2,3a-trimethyl-6,6a-dihydro-3aH-cyclopenta[d][1,3]dioxol-4-yl)ethanol